tris(8-hydroxyquinoline) boron [B].OC=1C=CC=C2C=CC=NC12.OC=1C=CC=C2C=CC=NC12.OC=1C=CC=C2C=CC=NC12